FC(CN[C@H]1CCC=2C=3C1=C1C(=NC3C=C(C2C)F)C2=CC3=C(C(N2C1)=O)COC([C@]3(O)CC)=O)F (1S,9S)-1-((2,2-difluoroethyl)amino)-9-ethyl-5-fluoro-9-hydroxy-4-methyl-1,2,3,9,12,15-hexahydro-10H,13H-benzo[de]pyrano[3',4':6,7]indolizino[1,2-b]quinoline-10,13-dione